BrC=1C=C(C(=C(C1)N(C1CC(N(C(C1)C)C(=O)OC(C)(C)C)C)CC)C)C(=O)OC tert-Butyl 4-((5-bromo-3-(methoxycarbonyl)-2-methylphenyl)(ethyl)amino)-2,6-trans-dimethylpiperidine-1-carboxylate